C[C@@H]1N([C@@H](CNC1)C)C(=O)[O-] (2S,6R)-2,6-dimethylpiperazine-1-carboxylate